(R)-N-(4-(7-(8-ethynyl-7-fluoro-3,4-dihydroquinolin-1(2H)-yl)-8-fluoro-2-((1-(morpholinomethyl)cyclopropyl)methoxy)pyrido[4,3-d]pyrimidin-4-yl)-1,4-oxazepan-6-yl)acrylamide C(#C)C=1C(=CC=C2CCCN(C12)C1=C(C=2N=C(N=C(C2C=N1)N1CCOC[C@@H](C1)NC(C=C)=O)OCC1(CC1)CN1CCOCC1)F)F